CN(CCCN)C N,N-Dimethyl-1,3-propan-diamin